6-fluoro-N-(2-sulfamoylpyridin-4-yl)-2-(3-(trifluoromethyl)pyrrolidin-1-yl)quinoline-3-carboxamide FC=1C=C2C=C(C(=NC2=CC1)N1CC(CC1)C(F)(F)F)C(=O)NC1=CC(=NC=C1)S(N)(=O)=O